(2R)-1-[3-[1-(2,6-dioxo-3-piperidyl)-3-methyl-2-oxo-benzimidazol-5-yl]propyl]piperazine-2-carboxylic acid O=C1NC(CCC1N1C(N(C2=C1C=CC(=C2)CCCN2[C@H](CNCC2)C(=O)O)C)=O)=O